3-[4-(8-Aminooctyl)-3-methyl-2-oxo-1,3-benzodiazol-1-yl]piperidine-2,6-dione hydrochloride Cl.NCCCCCCCCC1=CC=CC=2N(C(N(C21)C)=O)C2C(NC(CC2)=O)=O